ClC=1C=C(C(=O)N2[C@@H](CC[C@@H]2C2=C(C=CC=C2)Cl)C(=O)O)C=C(C1)OC (2s,5r)-1-(3-chloro-5-methoxybenzoyl)-5-(2-chlorophenyl)pyrrolidine-2-carboxylic acid